FC1=C(C=CC=C1)[C@H]1N(CCCC1)C=1C(=NC=CN1)C(=O)N[C@H](C)\C=C\S(=O)(=O)C ((S)-2-(2-Fluorophenyl)piperidin-1-yl)-N-((R,E)-4-(methylsulfonyl)but-3-en-2-yl)pyrazine-2-carboxamide